OC1C2CC(C(C1O)C2)NC(=O)C2NCCC(C2)CCC2=CC=CC=C2 N-(5,6-dihydroxybicyclo[2.2.1]heptan-2-yl)-4-phenethylpiperidine-2-carboxamide